FC(C1=CC(=NC(=N1)S(=O)C)C=1C=CC(N(C1)CC1=CC(=C(C=C1)OC)OC)=O)F 5-(6-(difluoromethyl)-2-(methylsulfinyl)pyrimidin-4-yl)-1-(3,4-dimethoxybenzyl)pyridin-2(1H)-one